Bis(cyclopentadienyl)-di-chloro-titanium C1(C=CC=C1)[Ti](Cl)(Cl)C1C=CC=C1